O=C1NC(CCC1N1C(N(C2=C1C=CC=C2C#CCN2CCN(CC2)C(=O)OC(C)(C)C)C)=O)=O tert-butyl 4-[3-[1-(2,6-dioxo-3-piperidyl)-3-methyl-2-oxo-benzimidazol-4-yl]prop-2-ynyl]piperazine-1-carboxylate